(R)-methyl 2-(((benzyloxy)carbonyl)amino)-3-(3-(5-ethylisoxazol-4-yl)benzamido)propanoate C(C1=CC=CC=C1)OC(=O)N[C@@H](C(=O)OC)CNC(C1=CC(=CC=C1)C=1C=NOC1CC)=O